(E)-5-(2-ferrocenyl-2-(2,4-dimethoxyphenyl)vinyl)-1,2,3-trimethoxybenzene [C-]1(C=CC=C1)\C(=C/C=1C=C(C(=C(C1)OC)OC)OC)\C1=C(C=C(C=C1)OC)OC.[CH-]1C=CC=C1.[Fe+2]